COC1=C(C=CC(=N1)C=1C(=C(C=CC1)C1=C(C=CC=C1)C)C(F)(F)F)CNC[C@H]1NC(CC1)=O 3'-(6-methoxy-5-(((((S)-5-oxopyrrolidin-2-yl)methyl)amino)methyl)pyridin-2-yl)-2-methyl-2'-(trifluoromethyl)-[1,1'-biphenyl]